C(=C)C=1C=C(C(=CC1)OC)O 4-vinyl-guaiacol